tert-butyl (S)-3-((8-fluoroquinolin-6-yl)amino)pyrrolidine-1-carboxylate FC=1C=C(C=C2C=CC=NC12)N[C@@H]1CN(CC1)C(=O)OC(C)(C)C